C(C)OC(=O)C1=CC2=C(S1)C=CC=C2 benzo[b]thiophene-2-carboxylic acid ethyl ester